(2-chloro-5-(trifluoromethyl)thiazol-4-yl)propan-2-ol ClC=1SC(=C(N1)CC(C)O)C(F)(F)F